(S)-1-(thiophen-3-yl)propan-2-amine S1C=C(C=C1)C[C@H](C)N